4-(diethylaminomethylethoxymethylsilyl)styrene C(C)N(CC)C[SiH](C1=CC=C(C=C)C=C1)COCC